BrC1=C(C=C(C=C1)NC(=O)C=1C=NC(=NC1)C1=C(C=C(C=C1)C1=NOC(=N1)C)C1CC1)OCCN(C)C N-(4-Bromo-3-(2-(dimethylamino)ethoxy)phenyl)-2-(2-cyclopropyl-4-(5-methyl-1,2,4-oxadiazol-3-yl)phenyl)pyrimidin-5-carboxamid